NCCC(CC[Si](OCC)(C)C)N 3-(2-aminoethyl)-aminopropyl-dimethyl-ethoxysilane